C(C1=CC=CC=C1)C1=NC(=NN1)C(=O)N[C@@H]1C(N(C2=C(OC1)C=CC(=C2)C#C[C@@]2([C@@H]1[C@H](OC2)[C@H](CO1)O)O)C)=O 5-benzyl-N-((S)-7-(((3r,3as,6S,6ar)-3,6-dihydroxyhexahydrofuro[3,2-b]furan-3-yl)ethynyl)-5-methyl-4-oxo-2,3,4,5-tetrahydrobenzo[b][1,4]oxazepin-3-yl)-1H-1,2,4-triazole-3-carboxamide